C1(=CC=CC=C1)P(CCN=CC1=NC(=CC=C1)CP(C1=CC=CC=C1)C1=CC=CC=C1)C1=CC=CC=C1 N-(2-(diphenylphosphino)ethyl)-1-(6-((diphenylphosphino)methyl)pyridin-2-yl)methanimine